rac-4-(5-cyclopropyl-1,2,4-oxadiazol-3-yl)-N-{(1R,6S)-2,2-difluoro-6-[4-(propan-2-yl)piperazin-1-yl]cyclohexyl}-4-methylpiperidine C1(CC1)C1=NC(=NO1)C1(CCN(CC1)[C@H]1C(CCC[C@@H]1N1CCN(CC1)C(C)C)(F)F)C |r|